5-(trifluoromethyl)pyrazole-4-carboxylic acid ethyl ester C(C)OC(=O)C=1C=NNC1C(F)(F)F